2-((5-(4-methylphenyl)-1,3,4-oxadiazol-2-yl)methyl)isoindoline-1,3-dione CC1=CC=C(C=C1)C1=NN=C(O1)CN1C(C2=CC=CC=C2C1=O)=O